4-[4-(6,7-dihydro-4H-thieno[3,4-c]pyran-1-yl)-8-fluoro-2-{[(2R,7aS)-2-fluorotetrahydro-1H-pyrrolizin-7a(5H)-yl]methoxy}pyrido[4,3-d]pyrimidin-7-yl]-5-ethynyl-6-fluoronaphthalen-2-ol C=1(SC=C2COCCC21)C=2C1=C(N=C(N2)OC[C@]23CCCN3C[C@@H](C2)F)C(=C(N=C1)C1=CC(=CC2=CC=C(C(=C12)C#C)F)O)F